FC1=C(CN2C(C=3NN=C(C3C2)NC(C2=CC=C(C=C2)F)=O)(C)C)C=CC=C1F N-[5-(2,3-difluorobenzyl)-6,6-dimethyl-1,4,5,6-tetrahydropyrrolo[3,4-c]pyrazol-3-yl]-4-fluorobenzamide